vinylbenzylmethylmorpholinium chloride [Cl-].C(=C)C1[N+](CCOC1)(C)CC1=CC=CC=C1